FC(F)(F)C1CNC2C(O1)CC=1C=CC=CC12 (trifluoromethyl)-2,3,4,4a,9,9a-hexahydroindeno[2,1-b][1,4]oxazine